C(C)OC1=C(C=CC=C1)C=1C=C2C(=NC1)NC(N2CC2=CC(=CC=C2)OC)=O 6-(2-ethoxyphenyl)-1-[(3-methoxyphenyl)methyl]-3H-imidazo[4,5-b]pyridin-2-one